2-acetamido-5-(butylamino)-N-(5-nitrothiazol-2-yl)benzamide C(C)(=O)NC1=C(C(=O)NC=2SC(=CN2)[N+](=O)[O-])C=C(C=C1)NCCCC